[B].[Fe].[Co] Cobalt-iron-boron